C(CCCCCCCCCCCCCC)(=O)O[C@@H]1[C@H](O[C@H](C1(F)F)N1C(N=C(C=C1)N)=O)COP(=O)(OCCCCCCCCCCCCCC)OCCCCCCCCCCCCCC (2R,3R,5R)-5-(4-amino-2-oxopyrimidin-1(2H)-yl)-2-(((bis(tetradecyloxy) phosphoryl)oxy)methyl)-4,4-difluorotetrahydrofuran-3-yl pentadecanoate